I/C(/C(=O)OC(C)(C)C)=C/C(=O)[O-] 2-isobutyl iodomaleate